N[C@@H](CC1=CNC2=CC=CC=C12)C(=O)NCC(=O)O L-tryptophanyl-glycine